5-((2-amino-3-chloropyridin-4-yl)thio)-N2-(2-azaspiro[4.5]decan-8-yl)pyrazine-2,6-diamine NC1=NC=CC(=C1Cl)SC=1N=CC(=NC1N)NC1CCC2(CCNC2)CC1